C(C)P(=O)(CCCCC(=O)O)CC 5-(diethylphosphinyl)valeric acid